12-[(2R)-but-2-yl]-12-azatricyclo[6.3.1.02,7]dodeca-2,4,6-triene hydrochloride Cl.C[C@H](CC)N1C2C3=CC=CC=C3C1CCC2